N-((6-aminopyridin-3-yl)methyl)-4'-(N-methylpropanamido)-[1,1'-biphenyl]-4-carboxamide NC1=CC=C(C=N1)CNC(=O)C1=CC=C(C=C1)C1=CC=C(C=C1)N(C(CC)=O)C